Tributyl-Cyclohexane C(CCC)C1C(CCCC1)(CCCC)CCCC